F[P-](F)(F)(F)(F)F.N1(N=NC2=C1C=CC=C2)O[P+](N(C)C)(N(C)C)N(C)C (1H-benzotriazole-1-yloxy)tris(dimethylamino)phosphonium hexafluorophosphate